O=S(C1=CC(=CC=C1)B1OC(C(O1)(C)C)(C)C)(C1=CC(=CC=C1)B1OC(C(O1)(C)C)(C)C)=NCC(=O)OC(C)(C)C tert-butyl 2-((oxobis(3-(4,4,5,5-tetramethyl-1,3,2-dioxaborolan-2-yl)phenyl)-λ6-sulfanylidene)amino)acetate